C[Si](OCCC)(OCCC)CCC Methyl-Propyldipropoxysilane